4-(2-cyanoprop-2-yl)-N-(5-(7-((4-methoxybenzyl)(methyl)amino)-1,6-naphthyridin-3-yl)-6-methylpyridin-3-yl)picolinamide C(#N)C(C)(C)C1=CC(=NC=C1)C(=O)NC=1C=NC(=C(C1)C=1C=NC2=CC(=NC=C2C1)N(C)CC1=CC=C(C=C1)OC)C